C1(CC1)C([C@@H](C(=O)NC=1C=NN(C1F)[C@@H](C)C=1C(=NC=C(C1)F)OC)NC(=O)C1=NON=C1CC)C1CC1 N-[(1S)-1-(dicyclopropylmethyl)-2-[[5-fluoro-1-[(1S)-1-(5-fluoro-2-methoxy-3-pyridyl)ethyl]pyrazol-4-yl]amino]-2-oxo-ethyl]-4-ethyl-1,2,5-oxadiazole-3-carboxamide